BrC1=C(C=C(C=C1)Cl)C=C(C(F)(F)F)Cl 1-bromo-4-chloro-2-(2-chloro-3,3,3-trifluoroprop-1-en-1-yl)benzene